(R)-1-acetyl-4-methylcyclohex-3-en-1-yl 2,2-diphenylacetate C1(=CC=CC=C1)C(C(=O)O[C@]1(CC=C(CC1)C)C(C)=O)C1=CC=CC=C1